N1(CCCCC1)C1=NC=CC(=C1)B(O)O 2-(PIPERIDIN-1-YL)PYRIDIN-4-YLBORONIC ACID